14-(3-hydroxy-1-propen-1-yl)-7-ethyl-7-hydroxy-10,13-dihydro-11H-[1,3]dioxolo[4,5-g]pyrano[3',4':6,7]indolizino[1,2-b]quinoline-8,11(7H)-dione OCC=CC1=C2C(=NC=3C=C4C(=CC13)OCO4)C4=CC1=C(C(N4C2)=O)COC(C1(O)CC)=O